1-(((3-(2-aminoethoxy)-5,7-dimethyladamantan-1-yl)methyl)-5-methyl-1H-pyrazol-4-yl)-6-(8-(benzo[d]thiazol-2-ylcarbamoyl)-3,4-dihydroisoquinolin-2(1H)-yl)picolinate NCCOC12CC3(CC(CC(C1)(C3)C)(C2)C)CN2N=CC(=C2C)N2C(C=CC=C2N2CC3=C(C=CC=C3CC2)C(NC=2SC3=C(N2)C=CC=C3)=O)C(=O)[O-]